1-(2,5-dimethylphenyl)-3-(4-(4-methoxyphenyl)butan-2-yl)urea CC1=C(C=C(C=C1)C)NC(=O)NC(C)CCC1=CC=C(C=C1)OC